FC(CN1CC=2C=NC=CC2C1=O)CF (2,3-difluoropropyl)-2,3-dihydro-1H-pyrrolo[3,4-c]pyridin-1-one